C(C)(C)(C)NC(=O)C(CC(=O)O)CCC[Si](OC)(OC)OC 3-(t-butylcarbamoyl)-6-(trimethoxysilyl)hexanoic acid